3-ethoxy-1,3,8-trimethyl-5-[[(1R)-1-[3-(1,1-difluoro-2-hydroxy-2-methyl-propyl)-2-methyl-phenyl]ethyl]amino]pyrrolo[3,2-g]phthalazin-2-one C(C)OC1(C(N(C2=C1C=C1C(=NN=C(C1=C2)C)N[C@H](C)C2=C(C(=CC=C2)C(C(C)(C)O)(F)F)C)C)=O)C